C(C)OC(C)=O.C(C)NS(=O)(=O)C(C(C(C(C(C(C(C(F)(F)F)(F)F)(F)F)(F)F)(F)F)(F)F)(F)F)(F)F N-Ethyl-PerfluorooctaneSulfonamide Ethyl-Acetate